C(=C)OC(CCCCCCCCCCCCCCC)=O Vinylpalmitat